FC1=CC=C(COC(=O)NC2=C(N=NN2C2=CC=C(C=C2)C2=CC=C(C=C2)C2(CC2)C(=O)O)C)C=C1 1-(4'-(5-((((4-fluorobenzyl)oxy)carbonyl)amino)-4-methyl-1H-1,2,3-triazol-1-yl)-[1,1'-biphenyl]-4-yl)cyclopropane-1-carboxylic acid